1,4-bis(2-(trifluoromethyl)-1H-imidazol-1-yl)butane FC(C=1N(C=CN1)CCCCN1C(=NC=C1)C(F)(F)F)(F)F